Ethyl (S)-3-((tert-butoxycarbonyl)amino)-3-(5-cyclopropyl-2'-hydroxy-4',6'-dimethyl-[1,1'-biphenyl]-3-yl)propanoate C(C)(C)(C)OC(=O)N[C@@H](CC(=O)OCC)C=1C=C(C=C(C1)C1CC1)C1=C(C=C(C=C1C)C)O